COC(=O)C=1C(=C(C=CC1)C1=C(C(=CC=C1)CCCN1CCN(CC1)C)C)Br methyl-2-bromo-2'-methyl-3'-(3-(4-methylpiperazin-1-yl) propyl)-[1,1'-biphenyl]-3-Formate